(S)-1-{4'-chloro-3'-{4-[(tetrahydrofuran-3-yl)oxy]benzyl}-(1,1'-biphenyl)-4-yl}piperazine ClC1=C(C=C(C=C1)C1=CC=C(C=C1)N1CCNCC1)CC1=CC=C(C=C1)O[C@@H]1COCC1